C(C)(=O)NC=1C(=NC=CC1)C(=O)OCC ethyl 3-acetamidopyridinecarboxylate